N-(2-chloro-4-(trifluoromethyl)phenyl)-2-(6-iodo-3-methyl-2-oxo-2,3-dihydro-1H-benzo[d]imidazol-1-yl)-2-methylpropanamide ClC1=C(C=CC(=C1)C(F)(F)F)NC(C(C)(C)N1C(N(C2=C1C=C(C=C2)I)C)=O)=O